BrC1=CC=C(C=C1)C(C(=CC)C1=CC=CC=C1)=O 1-(4-bromophenyl)-2-phenylbut-2-en-1-one